2-(2,2-dioxido-3,4-dihydrobenzo[e][1,2,3]oxathiazin-4-yl)-1-(thiophen-2-yl)ethan-1-one O=S1(OC2=C(C(N1)CC(=O)C=1SC=CC1)C=CC=C2)=O